C(C)(=O)N1CCC2(CC1)C(N(C1=CC(=CC=C12)C1=CC2=C(C(=N1)OC=1C=CC(=C(C(=O)OC)C1)C)N(C=N2)C(C)C)C2CC(C2)N2CC(CC2)(C)C)=O methyl 5-((6-(1'-acetyl-1-((1s,3s)-3-(3,3-dimethylpyrrolidin-1-yl) cyclobutyl)-2-oxospiro[indolin-3,4'-piperidin]-6-yl)-3-isopropyl-3H-imidazo[4,5-c]pyridin-4-yl) oxy)-2-methylbenzoate